CC=1N(C(C2=C(N1)C(=NC(=N2)N2C[C@H](OCC2)C=2C=NN(C2)C)C2CC(C2)C(F)(F)F)=O)C 2,3-dimethyl-6-[(2R)-2-(1-methyl-1H-pyrazol-4-yl)morpholin-4-yl]-8-[(1r,3r)-3-(trifluoromethyl)cyclobutyl]-3H,4H-pyrimido[5,4-d][1,3]diazin-4-one